N1(CCNCC1)C(=O)N1C[C@@H]2[C@@H](OCC(N2)=O)CC1 cis-6-(piperazine-1-carbonyl)hexahydro-2H-pyrido[4,3-b][1,4]oxazin-3(4H)-one